S([O-])(O)(=O)=O.[Na+].C=O.[Na+].S([O-])(O)(=O)=O sodium formaldehyde sodium bisulfate